1-(3-(2-methylbenzoyl)-2-(o-tolyl)indolizin-1-yl)pyridin-2(1H)-one CC1=C(C(=O)C2=C(C(=C3C=CC=CN23)N2C(C=CC=C2)=O)C2=C(C=CC=C2)C)C=CC=C1